(2S)-1-{[2-(2-Methylbiphenyl-3-yl)furo[2,3-b]pyridin-6-yl]methyl}piperidine-2-carboxylic acid CC1=C(C=CC=C1C1=CC=2C(=NC(=CC2)CN2[C@@H](CCCC2)C(=O)O)O1)C1=CC=CC=C1